The molecule is a thromboxane A that is thromboxane A2 carrying an additional hydroxy substituent at position 19. It has a role as a human xenobiotic metabolite. It is a thromboxanes A, an epoxy monocarboxylic acid, a secondary allylic alcohol and a diol. It derives from a thromboxane A2. It is a conjugate acid of a 19-hydroxythromboxane A2(1-). CC(CCC[C@@H](/C=C/[C@@H]1[C@H]([C@@H]2C[C@@H](O2)O1)C/C=C\\CCCC(=O)O)O)O